tetra-carboxyl-cobalt tert-butyl-2,2-dimethyl-4-oxo-butanoate C(C)(C)(C)OC(C(CC=O)(C)C)=O.C(=O)(O)[Co](C(=O)O)(C(=O)O)C(=O)O